monohexanediol maleate C(\C=C/C(=O)O)(=O)O.C(CCCCC)(O)O